C(C)(C)(C)OC(=O)N1C2CCC(C1C(N)=O)C2 (2S)-exo-3-carbamoyl-2-azabicyclo[2.2.1]heptane-2-carboxylic acid tert-butyl ester